NC1=CC(=C(C=C1)CC#N)F 2-(4-amino-2-fluorophenyl)acetonitrile